N-decylpyridinium methanesulfonate CS(=O)(=O)[O-].C(CCCCCCCCC)[N+]1=CC=CC=C1